3-Heptyldecyl 8-oxooctadecanoate O=C(CCCCCCC(=O)OCCC(CCCCCCC)CCCCCCC)CCCCCCCCCC